C(C)(C)C1=C(C(=CC(=C1)C(C)C)C(C)C)C1=CC=CC=C1 2,4,6-triisopropyl-1,1'-biphenyl